dibutoxyethyl phosphate triethanolamine salt N(CCO)(CCO)CCO.P(=O)(OCC(OCCCC)OCCCC)(O)O